CC=1C(C(CCC1)(C)C)C=CC(CC)=O 1-(2,6,6-Trimethylcyclohex-2-en-1-yl)pent-1-en-3-one